7-methoxybenzo[d]thiazole-2-thiol COC1=CC=CC=2N=C(SC21)S